FC1C(CNCC1)CNS(=O)(=O)C N-((4-fluoropiperidin-3-yl)methyl)methanesulfonamide